3-(4-hydroxy-phenyl)propanoate OC1=CC=C(C=C1)CCC(=O)[O-]